ClCC1=CC2=C(N=C(N=C2N2CCC3(CCNC3)CC2)C2=CC=NC=C2)C=N1 6-(chloromethyl)-2-(pyridin-4-yl)-4-(2,8-diazaspiro[4.5]decan-8-yl)pyrido[3,4-d]pyrimidine